NC1CC(CC(C1)(C)C)(C)CN 1-amino-3-aminomethyl-3,5,5-tri-methylcyclohexane